BrC1=CC(=C(NC2=CC(=CC=C2)C(F)(F)F)C=C1)C=1N=NN(N1)C 4-bromo-2-(2-methyltetrazol-5-yl)-N-[3-(trifluoromethyl)phenyl]Aniline